COC(C(CC)(C1=CC=CC=C1)N1N=CC=2C1=NC(=NC2Cl)N)=O 2-(6-amino-4-chloro-1H-pyrazolo[3,4-d]pyrimidin-1-yl)-2-phenylbutyric acid methyl ester